OC(C(=O)N1CC2=C(N=C(NC2=O)C2(CC2)C2=CC=CC=C2)CC1)C1=CC(=CC=C1)C=1C=NC=C(C1)C 6-(2-hydroxy-2-(3-(5-methylpyridin-3-yl)phenyl)acetyl)-2-(1-phenylcyclopropyl)-5,6,7,8-tetrahydropyrido[4,3-d]pyrimidin-4(3H)-one